C(C)(C)(C)OC(C(C)C1CNCC1)=O tert-butyl-2-(pyrrolidine-3-yl)propanoate